Cl.ClC1=C(C=C(C=C1)C#N)C=1C=C2C(=NNC2=CC1)NC(=O)[C@H]1CNCCO1 (2R)-N-[5-(2-chloro-5-cyanophenyl)-1H-indazol-3-yl]morpholine-2-carboxamide hydrochloride